COC1=C(C=CC(=C1)OC)CN(CC(=O)OCC)C(=O)C=1SC=C2OCCCC(C21)=O ethyl 2-[(2,4-dimethoxyphenyl)methyl-(5-oxo-3,4-dihydro-2H-thieno[3,4-b]oxepine-6-carbonyl)-amino]acetate